NC1=C(C=C(C=N1)C=1C=NC(=CC1)OC)C(=O)N[C@@H]1[C@H](CCC1)OCC1=CC=C(C=C1)C=1C=C2CC[C@@H](C2=CC1)N1CCN(CC1)C 6-amino-6'-methoxy-N-[(1S,2S)-2-({4-[(1S)-1-(4-methylpiperazin-1-yl)-2,3-dihydro-1H-inden-5-yl]phenyl}methoxy)cyclopentyl][3,3'-bipyridine]-5-carboxamide